C(C)(C)(C)[C@@H]1CC=2C=C3C(=NC2CC1)SC(=C3)C(=O)N[C@H](CC[NH+]3C(CCCC3)CO)C3=CC=C(C=C3)C3=CNC(C=C3)=O (6S)-6-tert-butyl-N-[(1R)-3-[2-(hydroxymethyl)piperidin-1-ium-1-yl]-1-[4-(6-oxo-1H-pyridin-3-yl)phenyl]propyl]-5,6,7,8-tetrahydrothieno[2,3-b]quinoline-2-carboxamide